4-(((3S,4R)-1-(benzo[c][1,2,5]oxadiazol-5-ylsulfonyl)-4-hydroxy-4-(hydroxymethyl)pyrrolidin-3-yl)oxy)-2-fluorobenzonitrile N=1ON=C2C1C=CC(=C2)S(=O)(=O)N2C[C@@H]([C@@](C2)(CO)O)OC2=CC(=C(C#N)C=C2)F